N-(3-(7-(Benzylthio)-2-methyl-2,3-dihydro-[1,4]dioxino[2,3-c]pyridin-5-yl)-1-methyl-1H-pyrrolo[2,3-c]pyridin-5-yl)acetamide C(C1=CC=CC=C1)SC1=CC2=C(C(=N1)C1=CN(C3=CN=C(C=C31)NC(C)=O)C)OCC(O2)C